BrC1=C2CCC(C2=CC(=C1)C)=O 4-bromo-6-methyl-2,3-dihydro-1H-inden-1-one